calcium (7-(4-(4-(benzo[b]thiophen-4-yl)piperazin-1-yl)butoxy)quinolin-2-yloxy)methyl phosphate P(=O)(OCOC1=NC2=CC(=CC=C2C=C1)OCCCCN1CCN(CC1)C1=CC=CC=2SC=CC21)([O-])[O-].[Ca+2]